(R)-1,1-difluoro-1-(2-fluoro-3-(1-((2,6,8,8-tetramethyl-7,8-dihydrO-6H-pyrrolo[2,3-g]quinazolin-4-yl)amino)ethyl)phenyl)-2-methylpropan-2-ol FC(C(C)(O)C)(C1=C(C(=CC=C1)[C@@H](C)NC1=NC(=NC2=CC3=C(C=C12)N(CC3(C)C)C)C)F)F